COOC(CCC)C=CCCCCCCCCCCCC(OCCCCCCCCCC)OCCCCCCCCCC didecyloxytetradecenyl-butoxy methyl ether